cyclopropane-1,1-dimethanol C1(CC1)(CO)CO